methyl 4-(dimethylamino)-2-nitrobenzoate CN(C1=CC(=C(C(=O)OC)C=C1)[N+](=O)[O-])C